NCC(=O)N1CSC[C@H]1C#N (R)-3-aminoacetylthiazolidine-4-carbonitrile